((S)-7-fluoro-4-methylisochroman-5-yl)-2-(methyl((1S,3S)-3-(4-(5,6,7,8-tetrahydro-1,8-naphthyridin-2-yl)butoxy)cyclopentyl)amino)acetic acid FC1=CC(=C2[C@@H](COCC2=C1)C)C(C(=O)O)N([C@@H]1C[C@H](CC1)OCCCCC1=NC=2NCCCC2C=C1)C